ClC1=C(C=CC(=C1)OC1=CC=C(C=C1)Cl)[C@@]1(OC[C@@H](O1)C)C1=NN(C=N1)C (2S,4S)-2-[2-chloro-4-(4-chlorophenoxy)phenyl]-4-methyl-1,3-dioxolan-2-yl(methyl)-1H-1,2,4-triazole